4-[(6R)-7-[4-bromo-3-(trifluoromethyl)benzoyl]-2-chloro-6-methyl-4-oxo-5H,6H,8H-pyrido[3,4-d]pyrimidin-3-yl]-3-chloro-N-methylbenzamide BrC1=C(C=C(C(=O)N2CC=3N=C(N(C(C3C[C@H]2C)=O)C2=C(C=C(C(=O)NC)C=C2)Cl)Cl)C=C1)C(F)(F)F